N-(1-methylindol-7-yl)-6-(4,4,4-trifluoro-3-oxobutanoyl)pyridine-3-sulfonamide CN1C=CC2=CC=CC(=C12)NS(=O)(=O)C=1C=NC(=CC1)C(CC(C(F)(F)F)=O)=O